4-hydroxymethyl-2-n-heptyl-1,3-dioxolan OCC1OC(OC1)CCCCCCC